O1CCOC12CN(CC2)C=2C=CC=1N(N2)C(=CN1)C(F)(F)F 6-(1,4-dioxa-7-azaspiro[4.4]nonan-7-yl)-3-(trifluoromethyl)imidazo[1,2-b]pyridazine